Tert-butyl 8-[3-[1-(2,6-dioxo-3-piperidyl)-3-methyl-2-oxo-benzimidazol-4-yl]prop-2-ynyl]-3,8-diazabicyclo[3.2.1]octane-3-carboxylate O=C1NC(CCC1N1C(N(C2=C1C=CC=C2C#CCN2C1CN(CC2CC1)C(=O)OC(C)(C)C)C)=O)=O